(5RS)-2-(3,5-Dichlorobenzyl)-3-oxo-2,3,5,6,7,8-hexahydro[1,2,4]triazolo[4,3-a]pyridine-5-carboxylic acid hydrochloride Cl.ClC=1C=C(CN2N=C3N([C@H](CCC3)C(=O)O)C2=O)C=C(C1)Cl |r|